(7S)-2-((trans-3-(4-fluorophenoxy)cyclobutyl)amino)-4,5,7,8-tetramethyl-7,8-dihydropteridin-6(5H)-one FC1=CC=C(O[C@@H]2C[C@H](C2)NC2=NC=3N([C@H](C(N(C3C(=N2)C)C)=O)C)C)C=C1